4-(2-((1-oxo-1,6,7,8,8a,9-hexahydropyrrolo[1',2':3,4]imidazo[1,2-c]pyrimidin-3-yl)oxy)ethyl)benzonitrile O=C1N=C(C=C2N1CC1N2CCC1)OCCC1=CC=C(C#N)C=C1